N-(cis-2-((2-(2,3-difluorophenyl)-1,3-thiazol-4-yl)methyl)-1-isobutyrylpyrrolidin-3-yl)methanesulfonamide FC1=C(C=CC=C1F)C=1SC=C(N1)C[C@@H]1N(CC[C@@H]1NS(=O)(=O)C)C(C(C)C)=O